O(C#N)C1=CC=C(C=C1)C1(OC(C2=CC=CC=C12)=O)C1=CC=C(C=C1)OC#N 3,3-bis(4-cyanatophenyl)-1(3H)-isobenzofuranone